1-(4-hydroxybutyl)piperazine OCCCCN1CCNCC1